F[C@@H]1C[C@H](N(C1)C(CNC(=O)N1CCN(CC1)CC(F)(F)F)=O)C(N[C@H](C1=NC=C(C=C1)C(C)C)C1=CC=CC=C1)=O N-{2-[(2S,4R)-4-fluoro-2-{[(S)-phenyl[5-(propan-2-yl)pyridin-2-yl]methyl]carbamoyl}pyrrolidin-1-yl]-2-oxoethyl}-4-(2,2,2-trifluoroethyl)piperazine-1-carboxamide